N1(N=NC2=C1C=CC=C2)O[P+](N(C)C)(N(C)C)N(C)C Benzotriazol-1-yl-oxy-tris-(dimethylamino)phosphonium